BrC=1C(=NC(=CC1I)N1C(=CC=C1C)C)C 3-bromo-6-(2,5-dimethylpyrrol-1-yl)-4-iodo-2-methyl-pyridine